C1(CCCCC1)CNC(OC1=CC(=C(C=C1)OCC1=CC=CC=C1)C=1C=NC=C(C1)C1=NN=NN1COCC[Si](C)(C)C)=O 4-(benzyloxy)-3-(5-(1-((2-(trimethylsilyl)ethoxy)methyl)-1H-tetrazol-5-yl)pyridin-3-yl)phenyl (cyclohexylmethyl)carbamate